4-amino-N-(2-cyclopropyl-4-fluorophenyl)-2,3,5,6-tetrafluoro-N-(7-nitrobenzo[c][1,2,5]oxadiazol-4-yl)benzamide NC1=C(C(=C(C(=O)N(C2=CC=C(C3=NON=C32)[N+](=O)[O-])C3=C(C=C(C=C3)F)C3CC3)C(=C1F)F)F)F